NC1=NN2C(N=C(C=C2)C=2C=C3CN(C(C3=C(C2)S(NC)(=O)=O)=O)[C@@H](C)C2CC2)=C1C(=O)NC1CC1 2-amino-N-cyclopropyl-5-{2-[(1S)-1-cyclopropylethyl]-7-(methylsulfamoyl)-1-oxo-2,3-dihydro-1H-isoindol-5-yl}pyrazolo[1,5-a]pyrimidine-3-carboxamide